BrC1=C(N=C(C=2N1N=CC2)N2CCC1(CC2)[C@H](C=2C(=NC=C(C2)C(F)F)C1)NS(=O)C(C)(C)C)C N-[(5R)-1'-(7-bromo-6-methyl-pyrazolo[1,5-a]pyrazin-4-yl)-3-(difluoromethyl)spiro[5,7-dihydro-cyclopenta[B]pyridin-6,4'-piperidin]-5-yl]-2-methyl-propane-2-sulfinamide